C(C1=CC=CC=C1)N(C(CC1=CNC2=CC=CC(=C12)OC)=O)CC1=CC=CC=C1 N,N-dibenzyl-2-(4-methoxy-1H-indol-3-yl)acetamide